NC1=CC2=C(N=NN(C2=O)C2C(NC(CC2)=O)=O)C=C1 3-(6-amino-4-oxobenzo[d][1,2,3]triazin-3(4H)-yl)piperidin-2,6-dione